2-isopropyl-1,3-propanediol C(C)(C)C(CO)CO